ClC1=NC=CC=C1C(C)NC1=NC=C(C=N1)C1=NOC(=N1)C(F)(F)F N-[1-(2-chloropyridin-3-yl)ethyl]-5-[5-(trifluoromethyl)-1,2,4-oxadiazol-3-yl]pyrimidin-2-amine